CC(CO)(CN1N=NC2=C1C=CC(=C2)C2=NOC(=N2)C2=C(C=CC=C2)C)C 2,2-dimethyl-3-(5-(5-(o-tolyl)-1,2,4-oxadiazol-3-yl)-1H-benzo[d][1,2,3]triazol-1-yl)propan-1-ol